3-fluoro-4-((2s,4s)-2-hydroxy-6,9-dioxo-5-(4-(trifluoromethyl)benzyl)-5,8-diazaspiro[3.5]nonan-8-yl)benzonitrile FC=1C=C(C#N)C=CC1N1CC(N(C2(CC(C2)O)C1=O)CC1=CC=C(C=C1)C(F)(F)F)=O